benzyl (S)-3-((S)-2-hydroxy-1-oxopropan-2-yl)piperidine-1-carboxylate O[C@@](C=O)(C)[C@@H]1CN(CCC1)C(=O)OCC1=CC=CC=C1